BrC=1C(=C(N)C(=CC1)[N+](=O)[O-])OC 3-bromo-2-methoxy-6-Nitroaniline